3-chlorophenyl-(trimethylsilyl)methanone ClC=1C=C(C=CC1)C(=O)[Si](C)(C)C